(1'R,2'R)-3-(furan-2-yl)-5'-methyl-4-pentyl-2'-(prop-1-en-2-yl)-1',2',3',4'-tetrahydro-[1,1'-biphenyl]-2,6-diol O1C(=CC=C1)C1=C(C(=C(C=C1CCCCC)O)[C@H]1[C@@H](CCC(=C1)C)C(=C)C)O